ClC1=CC=C(C=C1)CC(=N)N 4-chlorophenylacetamidine